FC(C1=NC(=CC(=C1)C=1C=2N(C(=NC1C1=C(C=C(C=C1)F)F)N)C=NN2)C)F 8-(2-(difluoromethyl)-6-methylpyridin-4-yl)-7-(2,4-difluorophenyl)-[1,2,4]triazolo[4,3-C]pyrimidine-5-amine